3-formylpyrrolidine-1-carboxylic acid (R)-tert-butyl ester C(C)(C)(C)OC(=O)N1CC(CC1)C=O